(5-(2-((6-(2,4-dichloro-7-((2-(trimethylsilyl)ethoxy)methyl)-7H-pyrrolo[2,3-d]pyrimidin-5-yl)quinoline-3-yl)oxy)propoxy)pyridin-3-yl)methanol ClC=1N=C(C2=C(N1)N(C=C2C=2C=C1C=C(C=NC1=CC2)OC(COC=2C=C(C=NC2)CO)C)COCC[Si](C)(C)C)Cl